2-(2-(methoxymethyl)-7-methylquinoxalin-5-yl)-4-methylbenzo[d]thiazole COCC1=NC2=CC(=CC(=C2N=C1)C=1SC2=C(N1)C(=CC=C2)C)C